C(C1=CC=CC=C1)OCCCCCCCCCCCCCCNC=1C=CC(N(C1)CC(=O)OCC)=O ethyl 2-(5-((14-(benzyloxy)tetradecyl)amino)-2-oxopyridin-1(2H)-yl)acetate